BrC1=NO[C@@H](C1)C1CCN(CC1)CC1=CC=C(C=C1)C1CC1 (S)-3-bromo-5-[1-[(4-cyclopropylphenyl)methyl]-4-piperidyl]-4,5-dihydroisoxazole